CN(CCNC(=O)C1=C(C=C2C=NN(C2=C1)CC(C)C)OC1=C(C=C(C=C1)F)F)C 5-(2,4-difluorophenoxy)-1-isobutyl-1H-indazole-6-carboxylic acid (2-dimethylamino-ethyl)-amide